cyclopropylmethyl-3H-imidazole C1(CC1)CC1=NC=CN1